C(C=C)(=O)NC1=CC(=NC=N1)OC=1C=C(C(=O)NC2=CC(=C(C=C2)CN2CCN(CC2)CC)C(F)(F)F)C=CC1C 3-((6-acrylamido-pyrimidin-4-yl)oxy)-N-(4-((4-ethyl-piperazin-1-yl)methyl)-3-(tri-fluoromethyl)phenyl)-4-methylbenzamide